5-bromo-3-iodo-1-tetrahydropyran-2-yl-indazole BrC=1C=C2C(=NN(C2=CC1)C1OCCCC1)I